3-((tert-butyldimethylsilyl)oxy)-5'-chloro-1'-ethylspiro[cyclobutane-1,3'-indol]-2'-one [Si](C)(C)(C(C)(C)C)OC1CC2(C(N(C3=CC=C(C=C23)Cl)CC)=O)C1